ClC1=NC=C(C(=N1)C1=CC(=C2C(=C(N(C2=C1)C(C)C)C(C)(C)O)C#N)F)Cl 6-(2,5-dichloropyrimidin-4-yl)-4-fluoro-2-(2-hydroxypropan-2-yl)-1-isopropyl-1H-indole-3-carbonitrile